(S)-N-[1'-[1-(2,3-dichlorophenyl)-2,5-dimethyl-6-oxopyrimidin-4-yl]-3H-spiro[furo[2,3-c]pyridine-2,4'-piperidin]-3-yl]-2-methylpropane-2-sulfinamide ClC1=C(C=CC=C1Cl)N1C(=NC(=C(C1=O)C)N1CCC2(CC1)C(C=1C(=CN=CC1)O2)N[S@@](=O)C(C)(C)C)C